N1CC[C@H]2[C@@H]1CN(CC2)C(=O)OC(C)(C)C |r| tert-butyl rac-(3aR,7aR)-1,2,3,3a,4,5,7,7a-octahydropyrrolo[2,3-c]pyridine-6-carboxylate